1,3,5-tris(3-aminopropyl)isocyanuric acid NCCCN1C(=O)N(C(=O)N(C1=O)CCCN)CCCN